ETHYL 5-HEXENOATE C(CCCC=C)(=O)OCC